ClC1=CC=C(C=C1)NNC(=O)C1(CC(C1)OC1=CC=CC=C1)NC(=O)C=1C(=NN(C1)C)C(F)F N-(1-(2-(4-chlorophenyl)hydrazine-1-carbonyl)-3-phenoxycyclobutyl)-3-(difluoromethyl)-1-methyl-1H-pyrazole-4-carboxamide